ClC=1C=C2C=NC(=NC2=CC1C1CCN(CC1)C1COC1)NC=1C=NN(C1C)CCF 6-chloro-N-[1-(2-fluoroethyl)-5-methyl-1H-pyrazol-4-yl]-7-[1-(oxetan-3-yl)piperidin-4-yl]quinazolin-2-amine